(1-isopropyl-4-methyl-1H-pyrazol-5-yl)-2-(4-(1-methyl-4-(trifluoromethyl)-1H-imidazol-2-yl)benzyl)-2,6,7,8-tetrahydropyrazolo[3,4,5-de]quinazoline C(C)(C)N1N=CC(=C1C=1N=C2CCCC=3C2=C(N1)N(N3)CC3=CC=C(C=C3)C=3N(C=C(N3)C(F)(F)F)C)C